Cl[Si](N(C)CC)(C)C 1-chloro-N-ethyl-N,1,1-trimethylsilanamine